2,6-dimethyl-4-dimethylaminoaniline CC1=C(N)C(=CC(=C1)N(C)C)C